N1C=C(C2=CC=CC=C12)CC(=O)N1CC2(C1)CC(C2)N(C=2C1=C(N=CN2)NC=C1)C 2-(1H-indol-3-yl)-1-(6-(methyl(7H-pyrrolo[2,3-d]pyrimidin-4-yl)amino)-2-azaspiro[3.3]heptan-2-yl)ethanone